COC1=C(C=CC=C1)C1=NN=C(O1)C1=CC2=C(NC(O2)=O)C=C1 6-[5-(2-methoxyphenyl)-1,3,4-oxadiazol-2-yl]-2,3-dihydro-1,3-benzoxazol-2-one